[Mn].[Ce] cerium-manganese salt